6-(2-Fluorophenyl)-4-(4-fluorophenyl)-2-methoxypyridine-3-carbonitrile FC1=C(C=CC=C1)C1=CC(=C(C(=N1)OC)C#N)C1=CC=C(C=C1)F